[N+](=O)([O-])[O-].C(CCC)[N+]1=CC=CC=C1 1-butyl-pyridinium nitrate